CN1C=2CCCNC([C@H]3NC[C@@H](OC4=CC=CC(C5=CC=CC(=N1)C52)=C4)C3)=O (8S,11S)-18-methyl-7-oxa-10,13,18,19-tetraazapentacyclo[15.6.1.12,6.18,11.020,24]hexacosan-1(23),2(26),3,5,17(24),19,21-heptaen-12-one